Glutamine TFA salt OC(=O)C(F)(F)F.N[C@@H](CCC(N)=O)C(=O)O